C(CCC)[Si](O[Si](CCCC)(C)C)(C)C 1,3-di-n-butyltetramethyldisiloxane